sodium ortho-silicate [Si]([O-])([O-])([O-])[O-].[Na+].[Na+].[Na+].[Na+]